ClC=1C(=NC=C(C1)C(F)(F)F)C1=CCC2(OCCO2)CC1 3-chloro-2-(1,4-dioxaspiro[4.5]dec-7-en-8-yl)-5-(trifluoromethyl)pyridine